C(C)(C)C=1C=C(C=C(C1NC(C)=O)C(=C)C1=CC=CC=C1)C1=CC=CC=C1 N-(3-isopropyl-5-(1-phenylvinyl)-[1,1'-biphenyl]-4-yl)acetamide